2-(methylamino)ethyl (S)-6-diazo-2-((S)-2-methoxypropanamido)-5-oxohexanoate [N+](=[N-])=CC(CC[C@@H](C(=O)OCCNC)NC([C@H](C)OC)=O)=O